5-(4-acetylpiperazin-1-yl)picolinic acid C(C)(=O)N1CCN(CC1)C=1C=CC(=NC1)C(=O)O